FC(C=1C=CC(=C2C=CC=NC12)N1C[C@@H](C[C@@H](C1)C)NC(CC(C)(C)C)=O)F N-[(3R,5S)-1-[8-(difluoromethyl)quinolin-5-yl]-5-methylpiperidin-3-yl]-3,3-dimethylbutanamide